1,3,5-triazine-2,4,6-triamine phosphate P(=O)(O)(O)O.N1=C(N=C(N=C1N)N)N